tris(4-(4-acetylphenylsulfanyl)phenyl)sulfonium tetrakis(pentafluorophenyl)borate FC1=C(C(=C(C(=C1[B-](C1=C(C(=C(C(=C1F)F)F)F)F)(C1=C(C(=C(C(=C1F)F)F)F)F)C1=C(C(=C(C(=C1F)F)F)F)F)F)F)F)F.C(C)(=O)C1=CC=C(C=C1)SC1=CC=C(C=C1)[S+](C1=CC=C(C=C1)SC1=CC=C(C=C1)C(C)=O)C1=CC=C(C=C1)SC1=CC=C(C=C1)C(C)=O